CN(C(=O)[C@H](O)[C@@H](O)[C@@H](O)CO)CCCCCCCC N-methyl-N-octyl-L-arabinonamide